(1R,2R,3R)-3-((1-(2-hydroxy-4-(trifluoromethyl)phenyl)pyrido[3,4-d]pyridazin-4-yl)amino)cyclohexane-1,2-diol OC1=C(C=CC(=C1)C(F)(F)F)C1=C2C(=C(N=N1)N[C@H]1[C@H]([C@@H](CCC1)O)O)C=NC=C2